2-(4-Cyclopropyl-6-methoxypyrimidin-5-yl)-8-(4-(1-methyl-4-(trifluoromethyl)-1H-imidazol-2-yl)benzyl)-[1,2,4]triazolo[1,5-a]pyrazine C1(CC1)C1=NC=NC(=C1C1=NN2C(C(=NC=C2)CC2=CC=C(C=C2)C=2N(C=C(N2)C(F)(F)F)C)=N1)OC